bromo-5-chloro-N-ethyl-1-((2-(trimethylsilyl)ethoxy)methyl)-1H-pyrazolo[4,3-b]pyridin-3-amine BrC=1C=C2C(=NC1Cl)C(=NN2COCC[Si](C)(C)C)NCC